C(CC)OCC1(C2=CC=CC=C2C=2C=CC=CC12)COCCC 9,9-bis(propoxymethyl)fluorene